C1(CC1)CN1C(NC2=CC(=CC=C2C1=O)CN1CCN(CC1)C=1C=CC(=NC1)C(=O)NC)=O 5-(4-((3-(cyclopropylmethyl)-2,4-dioxo-1,2,3,4-tetrahydroquinazolin-7-yl)methyl)piperazin-1-yl)-N-methylpicolinamide